C(C)N1C(NC2=CC3=C(C=C2C1=O)OCC[C@@H]1N(C3)CCN(C1)C=1C=CC(=NC1)C(=O)NC)=O (S)-5-(10-ethyl-9,11-dioxo-1,2,4,4a,5,6,9,11,12,14-decahydro-3H,10H-pyrazino[1',2':5,6][1,5]oxazocino[2,3-g]quinazolin-3-yl)-N-methylpicolinamide